C1=NC=CC2=C(C=CC=C12)N([C@@H]1CN(CC1)CC(=O)N1[C@@H](CCC1)C#N)C (2S)-1-[2-[(3S)-3-[5-isoquinolyl(methyl)amino]pyrrolidin-1-yl]acetyl]pyrrolidine-2-carbonitrile